9,9-bis(4-hydroxyphenyl)-3,6-di(9-anthryl)fluorene OC1=CC=C(C=C1)C1(C2=CC=C(C=C2C=2C=C(C=CC12)C=1C2=CC=CC=C2C=C2C=CC=CC12)C=1C2=CC=CC=C2C=C2C=CC=CC12)C1=CC=C(C=C1)O